sodium propanoic acid salt C(CC)(=O)[O-].[Na+]